4-([1,1'-biphenyl]-3-yl)-6-(4-bromophenyl)-2-phenylpyrimidine C1(=CC(=CC=C1)C1=NC(=NC(=C1)C1=CC=C(C=C1)Br)C1=CC=CC=C1)C1=CC=CC=C1